(S)-N-(4-((4-amino-2-(1-amino-1,3-dihydrospiro[indene-2,4'-piperidin]-1'-yl)-1-methyl-6-oxo-1,6-dihydropyrimidin-5-yl)thio)-3-chloropyridin-2-yl)cyclopropanecarboxamide NC=1N=C(N(C(C1SC1=C(C(=NC=C1)NC(=O)C1CC1)Cl)=O)C)N1CCC2(CC1)[C@@H](C1=CC=CC=C1C2)N